3-(4-((2-cyclopropylethyl)((1s,4s)-4-((3,3-difluoropropyl)(methyl)amino)cyclohexyl)amino)-1-oxoisoindolin-2-yl)piperidine-2,6-dione C1(CC1)CCN(C1=C2CN(C(C2=CC=C1)=O)C1C(NC(CC1)=O)=O)C1CCC(CC1)N(C)CCC(F)F